NC=1N=C2N(C=C(C=C2)C2=C(C(=CC=C2)F)CCCO)C1C(=O)[C@H]1[C@H](C1)F (2-amino-6-(3-fluoro-2-(3-hydroxypropyl)phenyl)imidazo[1,2-a]pyridin-3-yl)((1S,2S)-2-fluorocyclopropyl)methanone